P(=O)(O)(O)O.NC(=N)NNC(=N)N biguanidine hydrogen phosphate